C(C1=C(C(=CC(=C1)C(C)(C)C)N1N=C2C(=N1)C=CC=C2)O)C2=C(C(=CC(=C2)C(C)(C)C)N2N=C1C(=N2)C=CC=C1)O 2,2'-methylenebis[4-tert-butyl-6-(2H-benzotriazol-2-yl)phenol]